ethyl-benzyl-sulfonamide C(C)NS(=O)(=O)CC1=CC=CC=C1